N[C@@H]1C=2C(=NC=CC2)CC12CCN(CC2)C2=NC(=C1C(=N2)NN=C1C=1C(=NC=CC1)C(F)(F)F)C(=O)N (S)-6-(5-amino-5,7-dihydrospiro[cyclopent[b]pyridin-6,4'-piperidin]-1'-yl)-3-(2-(trifluoromethyl)pyridin-3-yl)-1H-pyrazolo[3,4-d]pyrimidine-4-carboxamide